C1=CC=C2CNCCC3C2=C1C1C(C3)CCC1 5,6,7,7a,8,8a,9,10,11,11a-Decahydro-4H-cyclopenta[5,6]naphtho[1,8-cd]azepin